O=C1NC(CCC1N1C(C2=CC=CC(=C2C1=O)NCCCCCC(=O)N1CCN(CC1)C1=CC=C(C=C1)C1=NNC2=C1N=C(N=C2)C2=C(C=CC=C2OC)F)=O)=O 2-(2,6-Dioxopiperidin-3-yl)-4-((6-(4-(4-(5-(2-Fluoro-6-methoxyphenyl)-1H-pyrazolo[4,3-d]pyrimidin-3-yl)phenyl)piperazin-1-yl)-6-oxohexyl)amino)isoindolin-1,3-dion